ethyleneglycol ethyl ether methyl-(S)-(-)-2-chloropropionate CC(C(=O)OCCOCC)(C)Cl